COC=1C=NC(=NC1)C=1C=C(C=CC1)O 3-(5-Methoxypyrimidin-2-yl)phenol